(S)-N-(5-(2-(2-aminopyridin-3-yl)-5-(1H-pyrazol-1-yl)-3H-imidazo[4,5-b]pyridin-3-yl)-2,3-dihydro-1H-inden-1-yl)-2-fluoro-3-formyl-4-hydroxybenzamide NC1=NC=CC=C1C1=NC=2C(=NC(=CC2)N2N=CC=C2)N1C=1C=C2CC[C@@H](C2=CC1)NC(C1=C(C(=C(C=C1)O)C=O)F)=O